2-(9H-fluoren-9-ylmethoxycarbonylamino)-4-hydroxybutyric acid C1=CC=CC=2C3=CC=CC=C3C(C12)COC(=O)NC(C(=O)O)CCO